BrC=1C(=NN2C1CN(CCC2)C(=O)OC(C)(C)C)C(=O)OCC 5-tert-butyl 2-ethyl 3-bromo-7,8-dihydro-4H-pyrazolo[1,5-a][1,4]diazepine-2,5(6H)-dicarboxylate